6-(1,4-dimethyl-1H-1,2,3-triazol-5-yl)-3-fluoro-4-((5-fluoropyridin-2-yl)(tetrahydro-2H-pyran-4-yl)methyl)-4H-thieno[2',3':4,5]pyrrolo[3,2-b]pyridine-2-carboxylic acid methyl ester COC(=O)C1=C(C2=C(C3=NC=C(C=C3N2C(C2CCOCC2)C2=NC=C(C=C2)F)C2=C(N=NN2C)C)S1)F